ClC=1C=CC2=C(C=C(O2)C2=CN=CC3=C2SCCN3S(=O)(=O)C=3C=NN(C3)C)C1 8-(5-Chlorobenzofuran-2-yl)-4-((1-methyl-1H-pyrazol-4-yl)sulfonyl)-3,4-dihydro-2H-pyrido[4,3-b][1,4]thiazine